7-[(2R)-2-[[(3-chloro-6-methoxypyridin-2-yl)oxy]methyl]-4-(1H-pyrazol-4-yl)pyrrolidin-1-yl]-1-[6-[3-(dimethylamino)azetidin-1-yl]pyridin-3-yl]-6-fluoro-4-oxoquinoline-3-carboxylic acid ClC=1C(=NC(=CC1)OC)OC[C@@H]1N(CC(C1)C=1C=NNC1)C1=C(C=C2C(C(=CN(C2=C1)C=1C=NC(=CC1)N1CC(C1)N(C)C)C(=O)O)=O)F